FC(C(=O)O)(F)F.C(C)(=O)OCC1CNCCN1 3-(acetoxymethyl)piperazine, trifluoroacetate salt